3-bromo-1-(3-chloro-4-nitrophenyl)-1H-1,2,4-triazole BrC1=NN(C=N1)C1=CC(=C(C=C1)[N+](=O)[O-])Cl